ClC=1C=C(C=CC1F)NC1=NC=NC2=CC(=C(C=C12)O)OC 4-((3-chloro-4-fluorophenyl)amino)-7-methoxy-6-hydroxyquinazoline